C(C)(C)(C)OC(N(C)CCCC=1N(N=C2C(=CC=C(C12)Br)F)C)=O N-[3-(4-bromo-7-fluoro-2-methyl-indazol-3-yl)-propyl]-N-methyl-carbamic acid tert-butyl ester